OC1=C(C=C(C=C1C)CC1=CC(=C(C(=C1)C)O)C)C bis(4-hydroxy-3,5-Dimethylphenyl)methane